Cl.CC1=NC=NC(=C1C=C)N1CCNCC1 4-methyl-6-(piperazin-1-yl)-5-vinyl-pyrimidine hydrochloride